methoxymethyl-piperidine COCN1CCCCC1